CC=1C=C(N=NC1)CO (5-methylpyridazin-3-yl)methanol